1-((2S,4a'R,7'R,8'S,8a'R)-7'-((2,3-difluorobenzyl)oxy)-2',2'-dimethylhexahydro-3H,4'H-spiro[furan-2,6'-pyrano[3,2-d][1,3]dioxine]-8'-yl)-4-(3,4,5-trifluorophenyl)-1H-1,2,3-triazole FC1=C(CO[C@@H]2[C@H]([C@H]3OC(OC[C@H]3O[C@]23OCCC3)(C)C)N3N=NC(=C3)C3=CC(=C(C(=C3)F)F)F)C=CC=C1F